sulfur adenosine [C@@H]1([C@H](O)[C@H](O)[C@@H](CO)O1)N1C=NC=2C(N)=NC=NC12.[S]